[Pb+2].[Cs+].C(=[NH2+])N formamidinium cesium lead